(S)-N-(2-chloro-6-fluorophenyl)-4-(3,3-dimethylureido)-5-fluoro-2-((1,1,1-trifluoropropan-2-yl)oxy)benzamide ClC1=C(C(=CC=C1)F)NC(C1=C(C=C(C(=C1)F)NC(=O)N(C)C)O[C@H](C(F)(F)F)C)=O